2-[(3,5-dibromopyrazol-1-yl)methoxy]ethyl-trimethyl-silane BrC1=NN(C(=C1)Br)COCC[Si](C)(C)C